C1(CCCCC1)NC(=O)C=1C(=NN(C1)C)NC1=C(C=CC(=C1)OC1=CC=NC2=CC(=C(C=C12)OC)OC)C N-cyclohexyl-3-((4-((6,7-dimethoxyquinolin-4-yl)oxy)-2-tolyl)amino)-1-methyl-1H-pyrazole-4-carboxamide